1-(1-(6-(3-Methoxy-1,1-dioxidotetrahydrothiophen-3-yl)-4-methylpyridin-2-yl)-3-methyl-1H-pyrazolo[4,3-c]pyridin-6-yl)urea COC1(CS(CC1)(=O)=O)C1=CC(=CC(=N1)N1N=C(C=2C=NC(=CC21)NC(=O)N)C)C